C(C)(C)N1CCN(CC1)C1=CC=C(C=C1)C1=C(CCC2=CC(=CC=C12)OC)C1=CC=CC=C1 1-Isopropyl-4-(4-(6-methoxy-2-phenyl-3,4-dihydronaphthalen-1-yl)phenyl)piperazine